5-[1-(2-{1-[(5-bromo-2-nitropyridin-3-yl)oxy]ethyl}-4-fluorophenyl)-3-methyl-1H-pyrazole-5-carbonyl]-1-methyl-1H-pyrazole-3-carbonitrile BrC=1C=C(C(=NC1)[N+](=O)[O-])OC(C)C1=C(C=CC(=C1)F)N1N=C(C=C1C(=O)C1=CC(=NN1C)C#N)C